tert-butyl 3-(4-(4,4,5,5-tetramethyl-1,3,2-dioxaborolan-2-yl)phenoxy)azetidin-1-carboxylate CC1(OB(OC1(C)C)C1=CC=C(OC2CN(C2)C(=O)OC(C)(C)C)C=C1)C